tert-butyl (5-bromoimidazolo[1,2-a]pyridin-2-yl)carbamate BrC1=CC=CC=2N1C=C(N2)NC(OC(C)(C)C)=O